ClC1=NC=C(C(=N1)OCC1=CC(=C(C=C1)C=1N(C=C(N1)C(F)(F)F)C(C)C)F)C(C)O 1-[2-chloro-4-[[3-fluoro-4-[1-isopropyl-4-(trifluoromethyl)imidazol-2-yl]phenyl]methoxy]pyrimidin-5-yl]ethanol